tert-butyl (2R,5S)-4-((5-chloro-6-(2-fluorophenyl)-2-(neopentylamino)pyridin-3-yl)(imino)methyl)-2,5-dimethylpiperazine-1-carboxylate ClC=1C=C(C(=NC1C1=C(C=CC=C1)F)NCC(C)(C)C)C(N1C[C@H](N(C[C@@H]1C)C(=O)OC(C)(C)C)C)=N